6-{1-[(4-Fluoro-phenyl)-methyl-carbamoyl]-piperidin-4-carbonyl}-1-methyl-1H-indol FC1=CC=C(C=C1)N(C(=O)N1CCC(CC1)C(=O)C1=CC=C2C=CN(C2=C1)C)C